2-cyclopropyl-2-methylpropanoic acid C1(CC1)C(C(=O)O)(C)C